4-(2,6-difluorophenyl)-1,2-benzoxazol-3-amine FC1=C(C(=CC=C1)F)C1=CC=CC2=C1C(=NO2)N